2-[furo[3,2-b]pyridin-7-yl]-1H,5H,6H,7H-pyrrolo[3,2-c]pyridin-4-one O1C=CC2=NC=CC(=C21)C2=CC=1C(NCCC1N2)=O